FC=1C=2N(C=C(C1)C1=CNC=3N=C(N=CC31)NC3C[C@@H]1[C@@H](CN(C1)C(C)=O)C3)C=CN2 1-((3aR,5s,6aS)-5-((5-(8-fluoroimidazo[1,2-a]pyridin-6-yl)-7H-pyrrolo[2,3-d]pyrimidin-2-yl)amino)hexahydrocyclopenta[c]pyrrol-2(1H)-yl)ethan-1-one